4-(tetrahydrofuran-2-carbonyl)piperazine-1-carbonitrile O1C(CCC1)C(=O)N1CCN(CC1)C#N